N(O)=CC(P(O)(O)=O)P(O)(O)=O oximinoethylidenediphosphonic acid